2-methyl-4-phenyl-1H-pyrrole-3-carboxylic acid CC=1NC=C(C1C(=O)O)C1=CC=CC=C1